6-((2,4-Bis(dimethylamino)-1,3,5-triazin-2-yl)-D-prolyl)piperazine-1-carboxylic acid tert-butyl ester C(C)(C)(C)OC(=O)N1CCNCC1C([C@@H]1N(CCC1)C1(NC=NC(=N1)N(C)C)N(C)C)=O